1,3-dihydroxypropan-2-yl 2-hydroxyoctadecanoate OC(C(=O)OC(CO)CO)CCCCCCCCCCCCCCCC